BrC=1C=C2CN(C(C2=C(C1)C)=O)C1C(NC(CC1)=O)=O 3-(5-bromo-7-methyl-1-oxo-3H-isoindol-2-yl)piperidine-2,6-dione